[(4-bromo-3-methoxy-phenyl)methoxy]acetyl chloride BrC1=C(C=C(C=C1)COCC(=O)Cl)OC